ClC1=C(C2=C(NC(O[C@]23CN(CC3)C3=CN=CC(=N3)C(=O)NCC=3C=NC(=CC3)N3C[C@@H](CC3)F)=O)C=C1)F (S)-6-(6-Chloro-5-fluoro-2-oxo-1,2-dihydrospiro[benzo[d][1,3]oxazine-4,3'-pyrrolidin]-1'-yl)-N-((6-((R)-3-fluoropyrrolidin-1-yl)pyridin-3-yl)methyl)pyrazine-2-carboxamide